(R)-1-(1-(6,7-difluoro-1-oxo-1,2-dihydroisoquinolin-4-yl)ethyl)-3-(4-fluoro-3-methylphenyl)-1-methylurea FC=1C=C2C(=CNC(C2=CC1F)=O)[C@@H](C)N(C(=O)NC1=CC(=C(C=C1)F)C)C